9-(7-bromo-2-chloro-6,8-difluoroquinazolin-4-yl)-1,6-dioxa-9-azaspiro[3.6]decane BrC1=C(C=C2C(=NC(=NC2=C1F)Cl)N1CCOCC2(CCO2)C1)F